C1(CC1)C=1C=C(C=2N(C1)C=C(N2)CNC2=CC(=NC=N2)NC(=O)[C@@H]2[C@H](C2)C2=NC=CC(=N2)C)N2CCN(CC2)CC (1S,2S)-N-(6-(((6-cyclopropyl-8-(4-ethylpiperazin-1-yl)imidazo[1,2-a]pyridin-2-yl)methyl)amino)pyrimidin-4-yl)-2-(4-methylpyrimidin-2-yl)cyclopropane-1-carboxamide